2,6,6-trimethylcyclohexa-1,3-dienecarbaldehyde CC1=C(C(CC=C1)(C)C)C=O